nonane-2-carboxylic acid (S)-benzyl ester C(C1=CC=CC=C1)OC(=O)C(C)CCCCCCC